O[C@@H]1C[C@H](N(C1)C([C@@H](C(C)C)C1=CC(=NO1)CNC)=O)C(=O)N[C@@H](C)C1=CC=C(C=C1)C1=C(N=CS1)C (2S,4R)-4-hydroxy-1-[(2S)-3-methyl-2-[3-(methylaminomethyl)isoxazol-5-yl]butanoyl]-N-[(1S)-1-[4-(4-methylthiazol-5-yl)phenyl]ethyl]pyrrolidine-2-carboxamide